C(#N)C1=CC=C(C=C1)NC(=O)NC(CC(=O)O)CCC1=CC=CC=C1 3-{[(4-cyanophenyl)carbamoyl]amino}-5-phenylpentanoic acid